isopentenylmagnesium bromide C(CC(=C)C)[Mg]Br